COC1=CC=C(C=C1)CN(S(=O)(=O)C1=C(C=C(C=C1F)CC=1C(=NN(C1CC1CC1)C=1SC=C(N1)C(=O)OCC)C1=CC=C(C=C1)F)F)CC1=CC=C(C=C1)OC ethyl 2-[4-[(4-[bis[(4-methoxyphenyl) methyl] sulfamoyl]-3,5-difluorophenyl) methyl]-5-(cyclopropylmethyl)-3-(4-fluorophenyl) pyrazol-1-yl]-1,3-thiazole-4-carboxylate